N1=CC=C(C=C1)C=1C=NN2CCOC3=C(C12)C=CC(=C3)OCC3=NN1C(C=CC=C1)=N3 1-pyridin-4-yl-8-([1,2,4]triazolo[1,5-a]pyridin-2-ylmethoxy)-4,5-dihydro-6-oxa-3,3a-diaza-benzo-azulene